CC(CCCCCCCCCC)OC(C(=O)N)CCCCCCCCCCCCCCCC.C(CC[C@@H](C(=O)O)NC(=O)C1=CC=C(NCC2=CN=C3N=C(N)NC(=O)C3=N2)C=C1)(=O)O folic acid-(2-dodecyloxy)octadecanoamide